(3-(trifluoromethyl)-1,2,4-oxadiazol-5-yl)methanamine hydrochloride Cl.FC(C1=NOC(=N1)CN)(F)F